CN1N=CC(=C1)C=1C=C(C(=O)NC=2N(C=C(N2)CCCC(NC2CCOCC2)=O)C2=CC=CC=C2)C=CC1 3-(1-methyl-1H-pyrazol-4-yl)-N-(4-(4-oxo-4-((tetrahydro-2H-pyran-4-yl)amino)butyl)-1-phenyl-1H-imidazol-2-yl)benzamide